OCCC(C)OC(CC(C)O)=O (3-hydroxy-1-methyl-propyl)-3-hydroxybutyrate